(S)-N-(1-(4-chlorophenyl)ethyl)-5-(N-methylaminosulfonyl)thiophene-2-carboxamide ClC1=CC=C(C=C1)[C@H](C)NC(=O)C=1SC(=CC1)S(=O)(=O)NC